3-(2-methyl-4-oxo-6-((4-(piperidin-1-ylmethyl)phenyl)ethynyl)quinazolin-3(4H)-yl)piperidine-2,6-dione CC1=NC2=CC=C(C=C2C(N1C1C(NC(CC1)=O)=O)=O)C#CC1=CC=C(C=C1)CN1CCCCC1